1-(tert-butoxycarbonyl)-4-octylpyrrolidine-3-carboxylic acid C(C)(C)(C)OC(=O)N1CC(C(C1)CCCCCCCC)C(=O)O